C1(CC1)N1C(=NC2=NC=C(C=C21)C=2C=CN1N=CN=C(C12)OC1CC(C1)(F)F)C 1-cyclopropyl-6-(4-(3,3-difluorocyclobutoxy)pyrrolo[2,1-f][1,2,4]triazin-5-yl)-2-methylimidazo[4,5-b]pyridine